ClC1=NC(=CC2=C1CNC2=O)Cl 4,6-dichloro-2,3-dihydropyrrolo[3,4-c]pyridin-1-one